C(CCCCCCCC)C1CC1 nonyl-cyclopropane